1-(6-amino-5-((2-amino-3-chloropyridin-4-yl)thio)pyrazin-2-yl)-1'H,3'H-spiro[piperidine-4,2'-pyrrolizin]-1'-amine NC1=C(N=CC(=N1)N1CCC2(C(C3=CC=CN3C2)N)CC1)SC1=C(C(=NC=C1)N)Cl